3-Methyl-N-[(1S)-1-(trans-4-methyl-cyclohexyl)-2-oxo-2-{[3-(tetrahydropyran-4-yl)isoxazol-5-yl]amino}ethyl]isoxazole-4-carboxamide CC1=NOC=C1C(=O)N[C@H](C(NC1=CC(=NO1)C1CCOCC1)=O)[C@@H]1CC[C@H](CC1)C